OC1=CC=C(C=C1)N1CCC(CC1)N(S(=O)(=O)C1=CC=C2C=CNC2=C1)C N-(1-(4-hydroxyphenyl)piperidin-4-yl)-N-methyl-1H-indole-6-sulfonamide